C(=O)O.C(C)(=O)NCCC[C@H](C(C)C)N1CC2(C1)CN(CC2)C=2N=CN=NC2OC2=C(C(=O)N(C(C)C)CC)C=C(C=C2)F (R)-2-((5-(2-(6-acetamido-2-methylhexan-3-yl)-2,6-diazaspiro[3.4]oct-6-yl)-1,2,4-triazin-6-yl)oxy)-N-ethyl-5-fluoro-N-isopropylbenzamide formate